C(NC(=O)C=1C=NC=CC1)([2H])([2H])[2H] (E)-N-(methyl-d3)pyridine-3-carboxamide